O1C(=NC=C1)CC(=O)N[C@@H](C)C1=CC=C(C=C1)NC(OCC1=CC=C(C=C1)Cl)=O 4-chlorobenzyl (S)-(4-(1-(2-(oxazol-2-yl)acetamido)eth-yl)phenyl)carbamate